Ethyl 2-(4-((4-(4-methoxyphenyl)-5-oxo-4,5-dihydro-1H-1,2,4-triazol-1-yl) methyl)-2-methylphenoxy)-2-methylpropionate COC1=CC=C(C=C1)N1C=NN(C1=O)CC1=CC(=C(OC(C(=O)OCC)(C)C)C=C1)C